N-(2-(ethylsulfonyl)-3-(6-(2,2,3,3,3-pentafluoropropoxy)pyridazin-3-yl)pyrazolo[1,5-a]pyrimidin-7-yl)cyclopropanecarboxamide C(C)S(=O)(=O)C1=NN2C(N=CC=C2NC(=O)C2CC2)=C1C=1N=NC(=CC1)OCC(C(F)(F)F)(F)F